C12CN(CC(CC1)O2)CC=2N(C1=CC(=CC=C1C(C2)=O)C2=NC(=NC=C2F)N[C@H]2[C@@H](COCC2)O)C(C)C 2-((8-oxa-3-azabicyclo[3.2.1]octan-3-yl)methyl)-7-(5-fluoro-2-(((3S,4R)-3-hydroxytetrahydro-2H-pyran-4-yl)amino)pyrimidin-4-yl)-1-isopropylquinolin-4(1H)-one